O=C1C(=C(C=NN1)N1C(C2=CC=CC=C2C1)COCCC(=O)O)C(F)(F)F 3-([2-[6-oxo-5-(trifluoromethyl)-1,6-dihydropyridazin-4-yl]-2,3-dihydro-1H-isoindol-1-yl]methoxy)propanoic acid